FC(COC1=C(C=CC=C1)B1OC(C(O1)(C)C)(C)C)CF 2-(2-(2,3-difluoropropoxy)phenyl)-4,4,5,5-tetramethyl-1,3,2-dioxaborolan